CC[Na] methyl-(methyl)sodium